1,4-bis(sulfanyl)butane-2,3-diol SCC(C(CS)O)O